C1(CC1)C=1NC(C=2C(N1)=NN(C2C=O)C2=C(C=C(C=C2C)C2CC2)C)=O 6-cyclopropyl-2-(4-cyclopropyl-2,6-dimethylphenyl)-4-oxo-4,5-dihydro-2H-pyrazolo[3,4-d]pyrimidine-3-carbaldehyde